phenyl(dibenzothiophenyl)(phenyl)(terphenyl) C1(=CC=CC=C1)C1=C(C(=C(C=C1)C=1C(=CC=CC1)C1=CC=CC=C1)C1=CC=CC=C1)C1=CC=CC=2SC3=C(C21)C=CC=C3